CC1=C(C(=CC=C1)C)C=1C(=C2C(=NC1)N(C(N2)=O)[C@H](CS(=O)(=O)C)C2=NC(=C(C=C2)OC)OCC)C (S)-6-(2,6-dimethylphenyl)-3-(1-(6-ethoxy-5-methoxypyridin-2-yl)-2-(methylsulfonyl)ethyl)-7-methyl-1H-imidazo[4,5-b]pyridin-2(3H)-one